CC=1C(OC2=CC(=CC=C2C1)C(=O)N)=O methylcoumarin-7-amide